OC=1C=CC2=C(C[C@H]3CCCN([C@@H]3C2)CCC)C1OC(=O)NCC(=O)O ((((4aR,10aR)-7-hydroxy-1-propyl-1,2,3,4,4a,5,10,10a-octahydrobenzo[g]quinolin-6-yl)oxy)carbonyl)glycine